5-hydroxy-1-(4-methylbenzyl)hydantoin OC1C(NC(N1CC1=CC=C(C=C1)C)=O)=O